COC1=C(OCC2=CC(=CC(=C2)C(C)(C)C)COC2=C(C=C(C=C2)C#N)OC)C=CC(=C1)C#N 1,3-bis(2-methoxy-4-cyano-phenoxymethyl)-5-(tert-butyl)benzene